3-amino-2-bromo-6-chloro-N-methylisonicotinamide NC1=C(C(=O)NC)C=C(N=C1Br)Cl